5-ethoxy-4-methyl-6-(5-((4-methylpiperazin-1-yl) methyl) isoindoline-2-carbonyl)-1,3-phenylenedi(4-methylbenzenesulfonate) C(C)OC=1C(=C(C=C(C1C(=O)N1CC2=CC=C(C=C2C1)CN1CCN(CC1)C)C1=C(C=CC(=C1)C)S(=O)(=O)[O-])C1=C(C=CC(=C1)C)S(=O)(=O)[O-])C